ClC1=C(C(=CC=C1Cl)OCC=C)C(C1=CC=NC=C1)CC(C)(S(=O)NC)C [[2,3-dichloro-6-(prop-2-en-1-yloxy)phenyl](pyridin-4-yl)methyl]-N,2-dimethylpropane-2-sulfinamide